ClC1=CC=C(C=C1)C(C(N1C=CC2=CC=C(C=C12)OC(F)(F)F)=O)NC=1C=C(OCC2(C(C2)C(=O)O)F)C=C(C1)OC 2-((3-((1-(4-chlorophenyl)-2-oxo-2-(6-(trifluoromethoxy)-indol-1-yl)ethyl)amino)-5-methoxyphenoxy)methyl)-2-fluorocyclopropane-carboxylic acid